N(=[N+]=[N-])CCOCCOCCOCCOCCOCCNC(C1=CC=C(C=C1)C1OC2=C(C(=CC=C2C(C1)=O)O)OC)=O N-(17-azido-3,6,9,12,15-pentaoxaheptadecyl)-4-(7-hydroxy-8-methoxy-4-oxochroman-2-yl)benzamide